COC(C1=CC(=C(C=C1)[N+](=O)[O-])NCCOC)=O.FC=1C(=C(C=NC1)NC(\C=C\C1=CC=C2C(=NNC2=C1)C)=O)COC (2E)-N-[5-fluoro-4-(methoxymethyl)pyridin-3-yl]-3-(3-methyl-1H-indazol-6-yl)prop-2-enamide Methyl-3-((2-methoxyethyl)amino)-4-nitrobenzoate